FC(CC(F)(F)F)OCCOC ethylene glycol methyl tetrafluoropropyl ether